3-[6-[6-(cyclopropylmethoxy)-2-pyridyl]chroman-2-yl]propanoic acid C1(CC1)COC1=CC=CC(=N1)C=1C=C2CCC(OC2=CC1)CCC(=O)O